NC1=NC=2C=C(C(=CC2C2=C1[C@H](OC2)C)C(=O)N2N(CCCC2)C2=CC1=C(N=C(S1)C)C=C2)F (R)-(4-amino-7-fluoro-3-methyl-1,3-dihydrofuro[3,4-c]quinolin-8-yl)(2-(2-methylbenzo[d]thiazol-6-yl)tetrahydropyridazin-1(2H)-yl)methanone